ethyl (5-methoxy-1H-benzo[d]imidazol-2-yl)carbamate COC1=CC2=C(NC(=N2)NC(OCC)=O)C=C1